CN(C=1SC(=C(N1)C1=CC=CC=C1)OC1=CC(=NC=C1)NC1=C(C=CC=C1)S(=O)(=O)N)C ((4-((2-(dimethylamino)-4-phenylthiazol-5-yl)oxy)pyridin-2-yl)amino)benzenesulfonamide